N1C=NC(=C1)C1=NC(=NC=C1C#N)NC1CCN(CC1)S(=O)(=O)C 4-(1H-imidazol-4-yl)-2-((1-(methylsulfonyl)piperidin-4-yl)amino)pyrimidine-5-carbonitrile